ClC=1C=C(CC=2C(=NC=CC2)C(=O)N)C=C(C1)C1=C2CN(C(C2=CC=C1)=O)C1C(NC(CC1)=O)=O (3-chloro-5-(2-(2,6-dioxopiperidin-3-yl)-1-oxoisoindolin-4-yl)benzyl)picolinamide